CC1=CN(C2=CC=CC=C12)C1=C(C=CC2=CC(=CC=C12)C1=CC=CC=C1)O 1-(3-Methyl-1H-indol-1-yl)-6-phenylnaphthalen-2-ol